C(C)(=O)[O-].C(C)(=O)[O-].[Ni+2] nickel(II) di-acetate